FC(C(C)N1C(C(=CC2=C1N=C(N=C2)S(=O)(=O)C)C2=C(C(=C(C=C2)NS(=O)(=O)CC2=CC=CC=C2)F)F)=O)F N-(4-(8-(1,1-Difluoropropan-2-yl)-2-(methylsulfonyl)-7-oxo-7,8-dihydropyrido[2,3-d]pyrimidin-6-yl)-2,3-difluorophenyl)-1-phenylmethanesulfonamide